C(CCCCCCC\C=C/CCCCCCCC)(=O)OCCCCCCC\C=C/CCCCCCCCCCCCCCCCCCCCOC1OCCCC1 (8Z)-29-(Tetrahydro-2H-pyran-2-yloxy)nonacos-8-en-1-yl oleate